ClC=1C=C(C=CC1F)NC(=O)N1CC=2C(=NN3C2C(N(CC(C3)C(=O)O)C)=O)CC1 2-((3-chloro-4-fluorophenyl)carbamoyl)-10-methyl-11-oxo-2,3,4,7,8,9,10,11-octahydro-1H-pyrido[4',3':3,4]pyrazolo[1,5-a][1,4]diazepin-8-carboxylic acid